methyl (R)-2-(4-(3-chloro-4-hydroxy benzamido)thiazole-5-carboxamido)-2-phenylacetate ClC=1C=C(C(=O)NC=2N=CSC2C(=O)N[C@@H](C(=O)OC)C2=CC=CC=C2)C=CC1O